C(C)N1N=CC(=C1)NC=1N=C(C2=C(N1)NC=C2F)O[C@@H]2CN(CC[C@@H]2F)C(C=C)=O 1-(cis-3-((2-((1-ethyl-1H-pyrazol-4-yl)amino)-5-fluoro-7H-pyrrolo[2,3-d]pyrimidin-4-yl)oxy)-4-fluoropiperidin-1-yl)prop-2-en-1-one